OCC(OP(O)(O)=O)OP(O)(O)=O hydroxyethylidenediphosphoric acid